3-(5-amino-2-methylquinolin-3-yl)piperidine-2,6-dione NC1=C2C=C(C(=NC2=CC=C1)C)C1C(NC(CC1)=O)=O